N1(CCCC1)CCCNC(=O)C1=CC2=C(N(C(=N2)NC=2SC3=C(N2)C=CC(=C3)Cl)C)C=C1 2-(6-Chloro-benzothiazol-2-ylamino)-1-methyl-1H-benzoimidazole-5-carboxylic acid (3-pyrrolidin-1-yl-propyl)-amide